(4-(2-chloro-6-hydrazinyl-9H-purin-9-yl)piperidin-1-yl)(pyridin-3-yl)methanone ClC1=NC(=C2N=CN(C2=N1)C1CCN(CC1)C(=O)C=1C=NC=CC1)NN